(Z)-2-(6-chloro-5-fluoro-1-(4-(4-fluorophenoxy)benzylidene)-2-methyl-1H-inden-3-yl)acetic acid ClC1=C(C=C2C(=C(/C(/C2=C1)=C/C1=CC=C(C=C1)OC1=CC=C(C=C1)F)C)CC(=O)O)F